BrC1=CC=CC(=N1)CN(CC=C(C1=CC=CC=C1)C1=CC=CC=C1)CCN1CCCC1 N-((6-bromopyridin-2-yl)methyl)-3,3-diphenyl-N-(2-(pyrrolidin-1-yl)ethyl)prop-2-en-1-amine